ClC=1C=C(C=CC1Cl)C(=O)[C@@H]1[C@H](C1)C(=O)OC(C)OC(=O)[C@@H]1[C@H](C1)C(=O)C1=CC(=C(C=C1)Cl)Cl 1-{[(1S,2S)-2-[(3,4-Dichlorophenyl)carbonyl]cyclopropyl]carbonyloxy}ethyl (1S,2S)-2-[(3,4-dichlorophenyl)carbonyl]cyclopropane-1-carboxylate